FC1(CCC2=C1N=C(N=C2C2=CC=C1C(=C2)OCCC12NC(NC2=O)=O)N2[C@H]([C@@H](C2)O)C)F 7-(7,7-difluoro-2-((2S,3R)-3-hydroxy-2-methylazetidin-1-yl)-6,7-dihydro-5H-cyclopenta[d]pyrimidin-4-yl)spiro[chromane-4,4'-imidazolidine]-2',5'-dione